C(C)(C)(C)OC(=O)NC1(CCC1)C=1C=C(CNC2=C(NC=C2)C(=O)OCC)C=CC1 ethyl 3-((3-(1-(tert-butoxycarbonylamino) cyclobutyl) benzyl) amino)-1H-pyrrole-2-carboxylate